C(C)(=O)N([C@@H]([C@H](O)C)C(=O)O)C1[C@H](N)[C@@H](O)[C@H](O)[C@H](O1)CO N-acetylglucosaminyl-L-threonine